4-((methylsulfonyl)oxy)piperidine-1,2-dicarboxylic acid 2-benzyl 1-(tert-butyl) ester C(C)(C)(C)OC(=O)N1C(CC(CC1)OS(=O)(=O)C)C(=O)OCC1=CC=CC=C1